(2S,3R)-2-((tert-butoxycarbonyl)amino)-3-hydroxy-4-phenylbutanoic acid C(C)(C)(C)OC(=O)N[C@H](C(=O)O)[C@@H](CC1=CC=CC=C1)O